CC1=C(N)C=C(C(=C1)OC1=NN(C=C1)C1=CC=C(C=C1)Cl)C 2,5-dimethyl-4-((1-(4-chlorophenyl)-1H-pyrazol-3-yl)oxy)aniline